C(C)(C=C)(CCC=C(C)C)OC(CC)=O Linalylpropionate